BrC1=C(C=CC=C1)NC1=NN=C2N1C=CC=C2 N-(2-bromophenyl)-[1,2,4]triazolo[4,3-a]pyridin-3-amine